C(C)(=O)C1=CC(=C(N=N1)OC1=CC(=CC=C1)C(F)(F)F)C(=O)O 6-acetyl-3-[3-(trifluoromethyl)phenoxy]pyridazine-4-carboxylic acid